C1(CC(C(CC1)C(C)C)C(O)C1OC(OC1)=O)C menthylglycerin carbonate